C(C1=CC=CC=C1)OC(=O)N1CCC2(CC1)OCCC1=CC(=C(C=C12)C=O)C(=O)O 1'-((benzyloxy)carbonyl)-7-formylspiro[isochromane-1,4'-piperidine]-6-carboxylic acid